2-(Trans-4-aminocyclohexyl)-6-((4,6-dimethyl-2-oxo-1,2-dihydropyridin-3-yl)methyl)-9-(furan-2-yl)-2,4-dimethyl-7,8-dihydro-[1,3]dioxolo[4,5-g]isoquinolin-5(6H)-one N[C@@H]1CC[C@H](CC1)C1(OC=2C(=C(C=3CCN(C(C3C2C)=O)CC=2C(NC(=CC2C)C)=O)C=2OC=CC2)O1)C